(2-chloro-4-isopropylphenyl)methylamine hydrochloride Cl.ClC1=C(C=CC(=C1)C(C)C)CN